2-bromo-4,7-difluoro-1H-indene BrC=1CC2=C(C=CC(=C2C1)F)F